6-bromo-1-(2-morpholinylethyl)-2-oxo-1,2-dihydroquinoline-3-carboxylic acid ethyl ester C(C)OC(=O)C=1C(N(C2=CC=C(C=C2C1)Br)CCN1CCOCC1)=O